tert-butyl 2-(3'-(3-bromopropyloxy)-2,2'-dimethyl-[1,1'-biphenyl]-3-yl)-6,7-dihydrothiazolo[4,5-c]pyridine-5(4H)-carboxylate BrCCCOC=1C(=C(C=CC1)C1=C(C(=CC=C1)C=1SC2=C(CN(CC2)C(=O)OC(C)(C)C)N1)C)C